N[C@H](C=1OC2=C(N1)C=C(C=C2)[C@@H](COC)N2C(N[C@@H](C2)C(F)(F)F)=O)C2CCC(CC2)F (S)-1-((S)-1-(2-((S)-Amino((1s,4R)-4-fluorocyclohexyl)methyl)benzo[d]oxazol-5-yl)-2-methoxyethyl)-4-(trifluoromethyl)imidazolidin-2-one